tris(2-(4,6-difluorocyclohexa-1,2,4-trien-1-yl)pyridine) iridium [Ir].FC=1C=C=C(C(C1)F)C1=NC=CC=C1.FC=1C=C=C(C(C1)F)C1=NC=CC=C1.FC=1C=C=C(C(C1)F)C1=NC=CC=C1